C(#N)C1=NN(C(=C1)C)C1=C(C=CC(=N1)N1C=NC2=C1C=CC(=C2)NC(=O)C2(CC2)F)C(C)O N-[1-[6-(3-cyano-5-methyl-pyrazol-1-yl)-5-(1-hydroxyethyl)-2-pyridyl]benzimidazol-5-yl]-1-fluoro-cyclopropanecarboxamide